C(C1=CC=CC=C1)OC=1C=CC(=C(C1)CC#N)Br 2-(5-benzyloxy-2-bromo-phenyl)acetonitrile